((1S,4S,6R)-6-((5-chloropyrimidin-2-yl)(methyl)amino)-2-azabicyclo[2.2.1]heptan-2-yl)(5-fluoro-2-(pyrimidin-2-yl)phenyl)methanone ClC=1C=NC(=NC1)N([C@@H]1C[C@@H]2CN([C@H]1C2)C(=O)C2=C(C=CC(=C2)F)C2=NC=CC=N2)C